diazabicyclo[4.1.0]heptane C1CC2CN2NC1